[Na+].CC1=CC=C(C=C1)S(=O)([O-])=S 4-toluene-thiosulfonic acid sodium salt